N[C@@H]1C2=CC=CC=C2CC12CCN(CC2)C2=CC=C(C=C2C(=C)C2=NNC=C2)S(=O)(=O)C (S)-6-(1-amino-1,3-dihydrospiro[indene-2,4'-piperidin]-1'-yl)-3-(1-(3-(methanesulfonyl)phenyl)ethenyl)-1H-pyrazole